C1(CCC1)N1N=CC(=C1)C1=C(C(=O)O)C=C(C=C1)NC(=O)C1(C(C1)(C)C)C1=C(C=CC=C1)F 2-(1-Cyclobutyl-1H-pyrazol-4-yl)-5-({[1-(2-fluorophenyl)-2,2-dimethylcyclopropyl]carbonyl}amino)benzoic acid